(methylsulfonyl)-3-azabicyclo[3.2.1]octan CS(=O)(=O)C12CNCC(CC1)C2